5-chloro-2-(4-pyridinyl)-4-pyrrolidin-3-yl-1H-pyrimidin-6-one ClC1=C(N=C(NC1=O)C1=CC=NC=C1)C1CNCC1